C(C)S(=O)(=O)N1CC(C1)N1C(N(C2=C(C1=O)C(=C(S2)C=2OC=CN2)C)CC(OC2CCOCC2)C2=C(C=CC=C2)OC)=O 3-(1-(ethylsulfonyl)azetidin-3-yl)-1-(2-(2-methoxyphenyl)-2-((tetrahydro-2H-pyran-4-yl)oxy)ethyl)-5-methyl-6-(oxazol-2-yl)thieno[2,3-d]pyrimidine-2,4(1H,3H)-dione